monomethyl sulfate sodium salt [Na+].S(=O)(=O)(OC)[O-]